FC1=CC=C(C=C1)N1C=NNC1=O 4-(4-fluorophenyl)-1H-1,2,4-triazol-5-one